1-methyl-3-methyl-urea CNC(=O)NC